BrC1=CC=C(C=C1)C=1CC(C=CC1)(\C=C\C(=O)C1=CC=CC=C1)C1=CC=C(C=C1)O 3-(4-bromophenyl)-1-(4-hydroxyphenyl)chalcone